FC([C@@H](C1=CC=C(C=C1)F)N1N=CC(=C1)C1=NC=C(C(=N1)C1=C(C=2N(C=C1)N=C(N2)N)C)F)(C)F (R)-7-(2-(1-(2,2-difluoro-1-(4-fluorophenyl)propyl)-1H-pyrazol-4-yl)-5-fluoro-pyrimidin-4-yl)-8-methyl-[1,2,4]triazolo[1,5-a]pyridin-2-amine